C(C)(C)(C)OOC1(CCCCC1)OOC(C)(C)C 1,1-di(T-butylperoxy)cyclohexane